4-fluoro-3-(2-{[(3-fluoro(2-pyridyl))cyclobutyl]amino}pyrimidin-5-yl)benzamide FC1=C(C=C(C(=O)N)C=C1)C=1C=NC(=NC1)NC1(CCC1)C1=NC=CC=C1F